(4-methoxy-phenyl)-{4-[2-(4-vinyl-benzyloxy)-ethyl]-phenyl}-methanone COC1=CC=C(C=C1)C(=O)C1=CC=C(C=C1)CCOCC1=CC=C(C=C1)C=C